N-((4-((3R,5S)-3,5-dimethylpiperazin-1-yl)pyrimidin-2-yl)methyl)-3-(pyridin-3-yl)-1H-pyrrolo[2,3-b]pyridin-4-amine C[C@@H]1CN(C[C@@H](N1)C)C1=NC(=NC=C1)CNC=1C2=C(N=CC1)NC=C2C=2C=NC=CC2